OC=1C(OC(=CC1O)\C=C\C1=C(C=C(C=C1)O)O)=O (E)-3,4-dihydroxy-6-(2,4-dihydroxystyryl)-2H-pyran-2-one